tert-butyl (2S)-4-(7-(3-(bis(4-methoxybenzyl)amino)isoquinolin-1-yl)-2-chloro-7,8-dihydro-5H-pyrano[4,3-d]pyrimidin-4-yl)-2-(cyanomethyl)piperazine-1-carboxylate COC1=CC=C(CN(C=2N=C(C3=CC=CC=C3C2)C2CC=3N=C(N=C(C3CO2)N2C[C@@H](N(CC2)C(=O)OC(C)(C)C)CC#N)Cl)CC2=CC=C(C=C2)OC)C=C1